[Mg].[Pb] Lead-Magnesium